6-(1,3-dimethyl-1H-pyrazol-5-yl)-N-((R)-1-phenylethyl)-2,3,4,9-tetrahydro-1H-carbazol CN1N=C(C=C1C=1C=C2C=3CCCCC3N(C2=CC1)[C@H](C)C1=CC=CC=C1)C